C(C)(C)N1N=C2C=CC=C(C2=C1C(=O)OC)CC1=CC=C(C=C1)C(F)(F)F methyl 2-isopropyl-4-[[4-(trifluoromethyl) phenyl]methyl]indazole-3-carboxylate